[O-2].[Al+3].[Zr+4] zirconium Aluminum Oxide